4-((1R,5S)-3,8-diazabicyclo[3.2.1]octan-3-yl)-8-fluoro-2-(((S)-1-methylpyrrolidin-2-yl)methoxy)-7-(naphthalen-1-yl)pyrido[4,3-d]pyrimidine [C@H]12CN(C[C@H](CC1)N2)C=2C1=C(N=C(N2)OC[C@H]2N(CCC2)C)C(=C(N=C1)C1=CC=CC2=CC=CC=C12)F